N[C@@H](CC1=CC(I)=C(C(I)=C1)OC1=CC(I)=C(C=C1)O)C(=O)O (S)-triiodothyronine